5-(3-chloro-6-(3,4-difluoro-2-(methoxy-d3)phenoxy)-2-fluoro-4-(trifluoromethyl)benzamido)pyrimidine 1-oxide ClC=1C(=C(C(=O)NC=2C=NC=[N+](C2)[O-])C(=CC1C(F)(F)F)OC1=C(C(=C(C=C1)F)F)OC([2H])([2H])[2H])F